COC=1C(=C2C=CN(C2=C(C1)C)S(=O)(=O)C1=CC=C(C)C=C1)CN1C(CNCC1)C1=CC=C(C(=O)OC)C=C1 methyl 4-(1-((5-methoxy-7-methyl-1-tosyl-1H-indol-4-yl)-methyl)piperazin-2-yl)benzoate